CC=1N=C2N(C=C(N=C2C)NC(=O)C2=CC=C(C3=CN(N=C23)C)N2CCN(CC2)C(C(C)(C)C)=O)C1 N-{2,8-dimethylimidazo[1,2-a]pyrazin-6-yl}-4-[4-(2,2-dimethylpropanoyl)piperazin-1-yl]-2-methylindazole-7-carboxamide